FC=1C=C(C=C(C1)F)C(C)OC=1C=C2C(=NNC2=CC1)C1=NC2=C(N1)CN(C2)CCN(C)C 2-(2-(5-(1-(3,5-Difluorophenyl)ethoxy)-1H-indazol-3-yl)-4,6-dihydropyrrolo[3,4-d]imidazol-5(1H)-yl)-N,N-dimethyl-ethan-1-amine